ClC=1C=C(C(=NC1)C)NCC=1C=C(C(=O)N[C@H](C(=O)O)CC2CCCC2)C=CC1 (2S)-2-[[3-[[(5-chloro-2-methyl-3-pyridyl)amino]methyl]benzoyl]amino]-3-cyclopentyl-propanoic acid